5-benzyl-1,3,4-oxadiazole C(C1=CC=CC=C1)C1=NN=CO1